FC=1C=NC=CC1C=1C(=C2N(CCN(C2=O)CC2=CC=C(C=C2)OC)C1)NC1=CC=CC=C1 7-(3-fluoropyridin-4-yl)-2-(4-methoxybenzyl)-8-(phenylamino)-3,4-dihydropyrrolo[1,2-a]pyrazin-1(2H)-one